sodium 2,3-epoxypropyl phosphonate P(OCC1CO1)([O-])=O.[Na+]